Bis(pentafluoroethanesulfonyl)imide lithium salt [Li+].[N-](S(=O)(=O)C(F)(F)C(F)(F)F)S(=O)(=O)C(F)(F)C(F)(F)F